FC(C1=CN2C(S1)=NC=C2C2=NC=CC(=N2)N2CC(C(C(C2)C)(F)F)CNS(=O)(=O)C)F N-[[1-[2-[2-(difluoromethyl)imidazo[2,1-b]thiazol-5-yl]pyrimidin-4-yl]-4,4-difluoro-5-methyl-3-piperidinyl]methyl]methanesulfonamide